(2S)-N1-(1-(2-((1R,2R,4S)-Bicyclo[2.2.1]heptan-2-ylamino)-2-oxoethyl)-2-oxo-1,2-dihydropyridin-3-yl)-2-(2,5-dichlorothiophen-3-carboxamido)-N6-methyl-5-oxohexandiamid [C@@H]12[C@@H](C[C@@H](CC1)C2)NC(CN2C(C(=CC=C2)NC([C@H](CCC(C(=O)NC)=O)NC(=O)C2=C(SC(=C2)Cl)Cl)=O)=O)=O